[Br-].[Br-].C1(=CC(=CC=C1)C[N+]1=CC(=C(C=C1)C)C)C[N+]1=CC(=C(C=C1)C)C 1,1'-[1,3-phenylenebis(methylene)]bis(3,4-dimethylpyridin-1-ium) dibromide